OCC1=C(C2=C(OCCO2)C(=C1)CO)N1CCNCC1 6,8-bis(hydroxymethyl)-5-(piperazin-1-yl)-2,3-dihydro-1,4-benzodioxine